1-(8-amino-7-fluoro-6-(8-methyl-2,3-dihydro-1H-pyrido[2,3-b][1,4]oxazin-7-yl)isoquinolin-3-yl)-3-(cyclopropylmethyl)urea NC=1C(=C(C=C2C=C(N=CC12)NC(=O)NCC1CC1)C1=C(C2=C(OCCN2)N=C1)C)F